N-cyclopropylmethyl-2-oxoacetamide C1(CC1)CNC(C=O)=O